2-((1H-pyrazol-3-yl)methyl)-6-(phenylsulfonyl)phthalazin-1(2H)-one N1N=C(C=C1)CN1C(C2=CC=C(C=C2C=N1)S(=O)(=O)C1=CC=CC=C1)=O